(5RS)-2-(4-Methoxybenzyl)-3-oxo-2,3,5,6,7,8-hexahydro[1,2,4]triazolo[4,3-a]pyridine-5-carboxylic acid COC1=CC=C(CN2N=C3N([C@H](CCC3)C(=O)O)C2=O)C=C1 |r|